(R)-(2-(benzofuran-3-yl)-1-((pyrazin-2-yl)methylsulfonylamino)ethyl)boronic acid O1C=C(C2=C1C=CC=C2)C[C@H](NS(=O)(=O)CC2=NC=CN=C2)B(O)O